Cl.CN(C=1C2=C(N=CN1)SC(=C2)CC(F)(F)F)C2(CCCC2)O (methyl[6-(2,2,2-trifluoroethyl)thieno[2,3-d]pyrimidin-4-yl]amino)cyclopentan-1-ol hydrochloride